FC1(CCC1)CNC=1N=CC2=C(N1)NC=C2C2=CC=1C=NC=CC1S2 N-((1-fluorocyclobutyl)methyl)-5-(thieno[3,2-c]pyridin-2-yl)-7H-pyrrolo[2,3-d]pyrimidin-2-amine